(S)-4-(3-(3-chlorophenyl)-5-cyano-2-oxoimidazolin-1-yl)isoquinoline-6-carboxylic acid ClC=1C=C(C=CC1)N1C(N([C@@H](C1)C#N)C1=CN=CC2=CC=C(C=C12)C(=O)O)=O